1-(3-aminopropyl)-3-(5-chloro-4-(5,5-dimethyl-5,6-dihydro-4H-pyrrolo[1,2-b]pyrazol-3-yl)pyridin-2-yl)urea NCCCNC(=O)NC1=NC=C(C(=C1)C1=C2N(N=C1)CC(C2)(C)C)Cl